2-(4-(2-(1,7-dimethyl-1H-indazol-5-yl)-3-isopropyl-1H-indol-5-yl)piperidin-1-yl)-N-methylacetamide CN1N=CC2=CC(=CC(=C12)C)C=1NC2=CC=C(C=C2C1C(C)C)C1CCN(CC1)CC(=O)NC